BrC=1C=CC2=C(N(C(N2)=O)C2CCC(CC2)(F)F)C1 6-bromo-1-(4,4-difluorocyclohexyl)-1,3-dihydro-2H-benzo[d]imidazole-2-one